N-[(1S)-1-[[(1S)-2-amino-1-[[(3R)-5,5-dimethyl-2-oxo-pyrrolidin-3-yl]methyl]-2-oxo-ethyl]carbamoyl]-3,3-dimethyl-butyl]-7-chloro-4-methoxy-1H-indole-2-carboxamide NC([C@H](C[C@H]1C(NC(C1)(C)C)=O)NC(=O)[C@H](CC(C)(C)C)NC(=O)C=1NC2=C(C=CC(=C2C1)OC)Cl)=O